N-methyl-N-(2,3,5-trifluorobenzyl)-1-(trifluoromethyl)cyclobutanecarboxamide CN(C(=O)C1(CCC1)C(F)(F)F)CC1=C(C(=CC(=C1)F)F)F